tert-butyl 4-(((3R,6S)-1-acryloyl-6-methylpiperidin-3-yl)amino)-7H-pyrrolo[2,3-d]pyrimidine-5-carboxylate C(C=C)(=O)N1C[C@@H](CC[C@@H]1C)NC=1C2=C(N=CN1)NC=C2C(=O)OC(C)(C)C